(2R,4R)-4-cyclopropoxypyrrolidine-1,2-dicarboxylic acid 1-(tert-butyl) 2-methyl ester COC(=O)[C@@H]1N(C[C@@H](C1)OC1CC1)C(=O)OC(C)(C)C